ONC(CCCCCCN1N=CC(=C1)C(=O)NC=1SC(=NN1)N1CCC(CC1)NC=1SC(=NN1)NC(CC1=CC=CC=C1)=O)=O 1-(7-(hydroxyamino)-7-oxoheptyl)-N-(5-(4-((5-(2-phenylacetamido)-1,3,4-thiadiazol-2-yl)amino)piperidin-1-yl)-1,3,4-thiadiazol-2-yl)-1H-pyrazole-4-carboxamide